tert-butyl (R)-3-((S)-3-(4-bromophenyl)-1-(tert-butoxy)-1-oxopropane-2-yl)pyrrolidine-1-carboxylate BrC1=CC=C(C=C1)C[C@H](C(=O)OC(C)(C)C)[C@@H]1CN(CC1)C(=O)OC(C)(C)C